2-bromo-N-(2-((tert-butyldimethylsilyl)oxy)ethyl)-5-((1,1,1-trifluoropropan-2-yl)oxy)aniline BrC1=C(NCCO[Si](C)(C)C(C)(C)C)C=C(C=C1)OC(C(F)(F)F)C